COC1=CC=2C(=NC=3N=CC=CC3C2NC2=CC(=C(C(=C2)CN2CCCC2)O)CN2CCCC2)C=C1 4-((7-Methoxybenzo[b]-1,8-naphthyridin-5-yl)amino)-2,6-bis(pyrrolidin-1-ylmethyl)phenol